B([O-])([O-])O.B(O)(O)O.B(O)(O)O.[Cs+].[Li+] Lithium cesium triborate